C1(C=CC(N1CCN)=O)=O 2-Maleimidoethanamine